1-(4-cyclopropylbenzyl)-4-(propan-1-yn-1-yl)-1H-indazole-7-carboxylic acid C1(CC1)C1=CC=C(CN2N=CC3=C(C=CC(=C23)C(=O)O)C#CC)C=C1